FC1=C(C#N)C=CC(=C1)C1=NC(=CC(=C1C1=CC(=C(C=C1)OC)F)O)N1CCC(CC1)NCCOC 2-fluoro-4-(3-(3-fluoro-4-methoxy-phenyl)-4-hydroxy-6-(4-((2-methoxy-ethyl)amino)piperidin-1-yl)pyridin-2-yl)benzonitrile